FC=1C=C(C#N)C=CC1NCCOC 3-fluoro-4-[(2-methoxyethyl)amino]benzonitrile